2-methyl-3,4-dihydroxyfuran sulfite S(=O)(O)O.CC=1OC=C(C1O)O